FC1(CC(C(CC1)C1=NC=CC(=C1NC(=O)C=1C=NC(=NC1)C(C)C)C1=NC=CC=C1F)C)F N-(2'-(4,4-difluoro-2-methylcyclohexyl)-3-fluoro-[2,4'-bipyridin]-3'-yl)-2-isopropylpyrimidine-5-carboxamide